(1R,3S,5R)-2-(2-(3-acetyl-5-(2-methylpyrimidin-5-yl)-1H-indazol-1-yl)acetyl)-N-(3-((allyloxy)-methyl)-6-bromopyridin-2-yl)-5-vinyl-2-azabicyclo[3.1.0]hexane-3-carboxamide C(C)(=O)C1=NN(C2=CC=C(C=C12)C=1C=NC(=NC1)C)CC(=O)N1[C@@H]2C[C@@]2(C[C@H]1C(=O)NC1=NC(=CC=C1COCC=C)Br)C=C